C(C)(C)(C)OC(C1=C(C=C(C=C1)[N+](=O)[O-])F)=O 2-Fluoro-4-nitrobenzoic acid tert-butyl ester